NC(=C1C(N(C(N(C1=O)C1CCC2(CC3(C(N(C(N3C)=O)C)=O)C2)CC1)=O)CCC)=O)N 5-(Diaminomethylene)-1-((5S,7s,10S)-1,3-dimethyl-2,4-dioxo-1,3-diazadispiro[4.1.57.15]tridecan-10-yl)-3-propylpyrimidine-2,4,6(1H,3H,5H)-trione